N-(1-((3-chloro-4-fluorophenyl)amino)-6-methoxyisoquinolin-7-yl)-4-(4-methylpiperazin-1-yl)butanamide ClC=1C=C(C=CC1F)NC1=NC=CC2=CC(=C(C=C12)NC(CCCN1CCN(CC1)C)=O)OC